tert-butyl 4-((1-(3-amino-6-(2-hydroxyphenyl)pyridazin-4-yl)-4-phenylpiperidine-4-carboxamido)methyl)piperidine-1-carboxylate NC=1N=NC(=CC1N1CCC(CC1)(C(=O)NCC1CCN(CC1)C(=O)OC(C)(C)C)C1=CC=CC=C1)C1=C(C=CC=C1)O